CN1CC(CCC1)OC1OC2=C(C(NC1)=O)C=CC=C2 [(1-methyl-3-piperidyl)oxy]-2,3-dihydro-1,4-benzoxazepin-5-one